(1S,3S)-3-((6-(5-chloro-3-((E)-(hydroxyimino)methyl)thiophen-2-yl)-2-methylpyridin-3-yl)oxy)cyclohexane ClC1=CC(=C(S1)C1=CC=C(C(=N1)C)OC1CCCCC1)/C=N/O